C1(CC1)CNC=1C2=C(N=C(N1)C1=C(C(=CC(=C1Cl)OC)OC)Cl)C=NC(=C2)N[C@@H]2COCC[C@@H]2NC(C=C)=O N-((3S,4S)-3-((4-((cyclopropylmethyl)amino)-2-(2,6-dichloro-3,5-dimethoxy-phenyl)pyrido[3,4-d]pyrimidin-6-yl)amino)tetrahydro-2H-pyran-4-yl)acrylamide